C1(CC1)OC=1C=C2C=CC(=CC2=CC1)C1=CNC=2N=CN=C(C21)NC2CC2 5-(6-cyclopropoxynaphthalen-2-yl)-4-(cyclopropylamino)-7H-pyrrolo[2,3-d]pyrimidin